(3S)-5,6-dichloro-1'-(5,5-difluoropiperidine-3-carbonyl)spiro[indoline-3,3'-pyrrolidin]-2-one ClC=1C=C2C(=CC1Cl)NC([C@]21CN(CC1)C(=O)C1CNCC(C1)(F)F)=O